N-(methyl-d3)piperazine hydrochloride Cl.C(N1CCNCC1)([2H])([2H])[2H]